N-(3-(2-(difluoromethoxy)-5-((1-((3-hydroxy-1-methylazetidin-3-yl)methyl)-1H-pyrazol-4-yl)oxy)phenyl)-1-methyl-1H-pyrazol-4-yl)pyrazolo[1,5-a]pyrimidine-3-carboxamide FC(OC1=C(C=C(C=C1)OC=1C=NN(C1)CC1(CN(C1)C)O)C1=NN(C=C1NC(=O)C=1C=NN2C1N=CC=C2)C)F